C(C)OC(=O)[C@H](CCC1=CC=CC=C1)N[C@@H](C)C(=O)O N-[1-(S)-ethoxycarbonyl-3-phenylpropyl]-L-alanine